N-(4-(2-(((1R,3S)-3-aminocyclopentyl)amino)-8-ethylquinazolin-6-yl)-2-fluorophenyl)-2-chlorobenzene-sulfonamide N[C@@H]1C[C@@H](CC1)NC1=NC2=C(C=C(C=C2C=N1)C1=CC(=C(C=C1)NS(=O)(=O)C1=C(C=CC=C1)Cl)F)CC